[1-[(1S)-1-[(1R,2R)-2-[(2-isopropyl-2-methyl-chroman-4-yl)carbamoyl]cyclopropyl]-3-methoxy-propyl]-4,4-dimethyl-6-oxo-hexahydropyrimidin-2-ylidene]ammonium C(C)(C)C1(OC2=CC=CC=C2C(C1)NC(=O)[C@H]1[C@@H](C1)[C@H](CCOC)N1C(NC(CC1=O)(C)C)=[NH2+])C